acetyl-gamma-butyrolactone C(C)(=O)C1C(=O)OCC1